tert-Butyl (S)-3-((4-((3-chloro-4-(difluoromethoxy)-2-fluorophenyl)amino)-7-fluoropyrido[3,2-d]pyrimidin-6-yl)oxy)pyrrolidine-1-carboxylate ClC=1C(=C(C=CC1OC(F)F)NC=1C2=C(N=CN1)C=C(C(=N2)O[C@@H]2CN(CC2)C(=O)OC(C)(C)C)F)F